C(C)C1=CC=2C(=NC=CC2O1)O[C@@H]1C[C@@H](N(C1)CC1=CN=C(S1)NC(C)=O)C N-(5-(((2S,4R)-4-((2-ethylfuro[3,2-c]pyridin-4-yl)oxy)-2-methylpyrrolidin-1-yl)methyl)thiazol-2-yl)acetamide